6-fluoro-2H-1λ6,2-benzothiazine-1,1-dione FC=1C=CC2=C(C=CNS2(=O)=O)C1